C1(CC1)N1C=C(C(=CC1=O)NC1[C@@H]2CN(C[C@H]12)C)C(=O)N[C@H](C)C1=C(C(=CC=C1)C(F)F)F 1-cyclopropyl-N-((R)-1-(3-(difluoromethyl)-2-fluorophenyl)ethyl)-4-(((1R,5s,6s)-3-methyl-3-azabicyclo[3.1.0]hex-6-yl)amino)-6-oxo-1,6-dihydropyridine-3-carboxamide